tert-butyl (3S)-3-(4-{[(1R,3S)-3-{[6-chloro-2-(trifluoromethyl)quinolin-4-yl]amino}cyclohexyl]carbamoyl}-1H-pyrazol-1-yl)pyrrolidine-1-carboxylate ClC=1C=C2C(=CC(=NC2=CC1)C(F)(F)F)N[C@@H]1C[C@@H](CCC1)NC(=O)C=1C=NN(C1)[C@@H]1CN(CC1)C(=O)OC(C)(C)C